N-(5-amino-1-methyl-1H-pyrazol-3-yl)-2,3-difluorobenzamide NC1=CC(=NN1C)NC(C1=C(C(=CC=C1)F)F)=O